N,N,N',N'-tetraethyl-3,6-dioxaoctanediamide C(C)N(C(COCCOCC(=O)N(CC)CC)=O)CC